tert-butyl N-[trans-4-[[4-amino-7-[2-chloroethyl(cyclopropyl)amino]-5,5-dimethyl-6H-benzo[h]quinazolin-8-yl]oxy]cyclohexyl]carbamate NC1=NC=NC=2C3=C(CC(C12)(C)C)C(=C(C=C3)O[C@@H]3CC[C@H](CC3)NC(OC(C)(C)C)=O)N(C3CC3)CCCl